NC1=NC(=NC=2N1N=C(N2)C=2OC=CC2)NCCCC2=C(C=C(C=C2)NS(=O)(=O)C=2C=C(C(=C(C(=O)N)C2)O)Cl)O 5-(N-(4-(3-((7-amino-2-(furan-2-yl)-[1,2,4]triazolo[1,5-a][1,3,5]triazin-5-yl)amino)propyl)-3-hydroxyphenyl)sulfamoyl)-3-chloro-2-hydroxybenzamide